2-(5-chloropyrimidin-4-yl)acetonitrile ClC=1C(=NC=NC1)CC#N